5,6-difluoro-4,7-di(thiophen-2-yl)benzo[c]-[1,2,5]thiadiazole FC1=C(C=2C(=NSN2)C(=C1F)C=1SC=CC1)C=1SC=CC1